N-((2-(2,6-dioxopiperidin-3-yl)-1,3-dioxoisoindolin-5-yl)methyl)-2-oxo-3-(4-(trifluoromethoxy)phenyl)propanamide O=C1NC(CCC1N1C(C2=CC=C(C=C2C1=O)CNC(C(CC1=CC=C(C=C1)OC(F)(F)F)=O)=O)=O)=O